FC1(O[C@H]([C@H](NC1)CN1CC(=CC(=C1)C(F)(F)F)C)C)F N-(((2S,3R)-6,6-Difluoro-2-methylmorpholin-3-yl)methyl)-3-methyl-5-(trifluoromethyl)pyridin